[Cl-].C(CC)OC(=O)[C@H]1[NH2+]CCCC1 (S)-2-(PROPOXYCARBONYL)PIPERIDIN-1-IUM CHLORIDE